FC(C1=CC=C(N=N1)NCC(OC)OC)F 6-(difluoromethyl)-N-(2,2-dimethoxyethyl)pyridazin-3-amine